The molecule is trianion arising from deprotonation of all three carboxylic acid groups of (2S,3S)-2-methylcitric acid. It is a conjugate base of a (2S,3S)-2-methylcitric acid. C[C@H](C(=O)[O-])[C@@](CC(=O)[O-])(C(=O)[O-])O